2-(5-(3-(cyclobutylethynyl)-4-fluorophenyl)-2-(cyclopropylmethyl)-1-(3-fluoro-4-sulfamoylbenzyl)-1H-pyrrol-3-yl)thiazole-4-carboxylic acid C1(CCC1)C#CC=1C=C(C=CC1F)C1=CC(=C(N1CC1=CC(=C(C=C1)S(N)(=O)=O)F)CC1CC1)C=1SC=C(N1)C(=O)O